(R)-tert-butyl 6-(4-(2-methoxyphenyl)piperidin-1-yl)-2-azaspiro[3.4]octane-2-carboxylate (R)-tert-butyl-6-(4-(2-hydroxyphenyl)piperidin-1-yl)-2-azaspiro[3.4]octane-2-carboxylate C(C)(C)(C)OC(=O)N1CC2(C1)C[C@@H](CC2)N2CCC(CC2)C2=C(C=CC=C2)O.COC2=C(C=CC=C2)C2CCN(CC2)[C@H]2CC1(CN(C1)C(=O)OC(C)(C)C)CC2